NC1=C(C=O)C(=CC=C1)OC1CC1 2-AMINO-6-CYCLOPROPOXYBENZALDEHYDE